5-[4-[(3S)-1-(3-Fluoropropyl)pyrrolidin-3-yl]oxyphenyl]-4-[4-isopropoxy-2-(trifluoromethyl)phenyl]-2,3-dihydro-1-benzoxepin-8-ol-hydrochlorid Cl.FCCCN1C[C@H](CC1)OC1=CC=C(C=C1)C1=C(CCOC2=C1C=CC(=C2)O)C2=C(C=C(C=C2)OC(C)C)C(F)(F)F